COC(C1=NC=C(C=C1)OC1CNC1)=O 5-(azetidin-3-yloxy)picolinic acid methyl ester